N[C@@H]1CC(N(C1)C1=CC(=CC(=N1)N1CC=2C(=NC=CC2C1=O)C1=C(C=CC=C1OC)F)C)=O 2-(6-((R)-4-amino-2-oxopyrrolidin-1-yl)-4-methylpyridin-2-yl)-4-(2-fluoro-6-methoxyphenyl)-2,3-dihydro-1H-pyrrolo[3,4-c]pyridin-1-one